COC1=CC=C(C=C1)/C=C/C1=NC=C(C(=O)O)C=C1 6-[(E)-2-(4-methoxyphenyl)vinyl]nicotinic acid